4-Bromo-6-fluoro-1-(triisopropylsilyl)-1H-indol-5-ol BrC1=C2C=CN(C2=CC(=C1O)F)[Si](C(C)C)(C(C)C)C(C)C